2-Bromo-4-isopropylsulfanyl-1-methoxybenzene BrC1=C(C=CC(=C1)SC(C)C)OC